2-methyl-3-fluorobenzaldehyde CC1=C(C=O)C=CC=C1F